(1S,2R)-N-(6-((R)-1-cyanospiro[2.2]pentan-1-yl)isoquinolin-3-yl)-5-oxaspiro[2.4]heptane-1-carboxamide C(#N)[C@@]1(CC12CC2)C=2C=C1C=C(N=CC1=CC2)NC(=O)[C@H]2CC21COCC1